[NH4+].OP(=O)(O)[O-] The molecule is the ammonium salt of phosphoric acid (molar ratio 1:1). It has a role as a fertilizer. It contains a dihydrogenphosphate.